C(C)OC(CSC1=NN(C(=C1[N+](=O)[O-])C(Cl)Cl)C1=CC=CC=C1)=O Ethyl-{[5-(dichloromethyl)-4-nitro-1-phenyl-1H-pyrazol-3-yl]sulfanyl}acetat